3,3,7-triethylnonane-4,6-dione C(C)C(CC)(C(CC(C(CC)CC)=O)=O)CC